Cl.CN1CC(C1)(C)[C@@](O)(C=1C=NC=C(C1)C1=NOC(=N1)C1CCNCC1)C1=CC=C(C=C1)C(C)C (R)-(1,3-dimethylazetidin-3-yl)(4-isopropylphenyl)(5-(5-(piperidin-4-yl)-1,2,4-oxadiazol-3-yl)pyridin-3-yl)methanol, hydrochloride salt